C(C)(C)C1=C(C=CC=C1)[C@H]1N(CCN(C1)C1COC1)C1CC2(C1)CCNCC2 |o1:9| (R or S)-2-(2-(2-isopropylphenyl)-4-(oxetan-3-yl)piperazin-1-yl)-7-azaspiro[3.5]nonane